OC=1C=C(C=CC1OC)/C=C/C(=O)C1=CC=C(C=C1)[N+](=O)[O-] (E)-3-(3-Hydroxy-4-methoxyphenyl)-1-(4-nitrophenyl)prop-2-en-1-one